methyl 2-(3-(4-chloro-2-methoxyphenyl)-1-methylureido)-5-oxo-5H-thieno[3,2-b]pyran-6-carboxylate ClC1=CC(=C(C=C1)NC(N(C)C1=CC=2OC(C(=CC2S1)C(=O)OC)=O)=O)OC